N1(CCCC2=CC=CC=C12)C(=O)C=1C=NC=C(C1)C1=CC(=CC=C1)OC (3,4-dihydroquinolin-1(2H)-yl)(5-(3-methoxyphenyl)pyridin-3-yl)methanone